FN[C@@H](CC(C)C)[C@@H](O)CC(O)=O fluorostatine